4-tert-octylbenzyl Alcohol C(C)(C)(CC(C)(C)C)C1=CC=C(CO)C=C1